FC=1C(=CC2=C(N(C(N2C)=O)COCC[Si](C)(C)C)C1)C=1CCN(CC1)C(=O)OC(C)(C)C tert-butyl 4-[6-fluoro-3-methyl-2-oxo-1-(2-trimethylsilylethoxymethyl) benzimidazol-5-yl]-3,6-dihydro-2H-pyridine-1-carboxylate